COC=1C=C(C=C(C1)OC)C#CC1=NN(C=C1C(=O)N)COCC[Si](C)(C)C 3-((3,5-Dimethoxyphenyl)ethynyl)-1-((2-(trimethylsilyl)ethoxy)methyl)-1H-pyrazole-4-carboxamide